(1r,5s)-3-(7-(3-chloro-2-cyclopropyl-5-methoxyphenyl)-2,6,8-trifluoroquinazolin-4-yl)-3,8-diazabicyclo[3.2.1]Octane-8-carboxylic acid tert-butyl ester C(C)(C)(C)OC(=O)N1[C@H]2CN(C[C@@H]1CC2)C2=NC(=NC1=C(C(=C(C=C21)F)C2=C(C(=CC(=C2)OC)Cl)C2CC2)F)F